OC1=CC=C2C3=C(COC2=C1)C=C(C=C3)C31CC(C3)(C1)CO 3-hydroxy-8-(3-(hydroxymethyl)bicyclo[1.1.1]pentan-1-yl)-6H-benzo[c]chromen